C(C)(C)(C)OC(=O)N1[C@H](CN(C[C@@H]1C)C1=C2C=NC(=NC2=C(C=C1)C(=O)O)OCC12OCC(C1)C2)C 5-[(3S,5S)-4-tert-butoxycarbonyl-3,5-dimethyl-piperazin-1-yl]-2-(2-oxabicyclo[2.1.1]hexan-1-ylmethoxy)quinazoline-8-carboxylic acid